3,6-dihydro-2H-pyran-3-olal O1C(C(C=CC1)O)C=O